N-(4-(2-((3-methylquinolin-4-yl)amino)ethyl)phenyl)methanesulfonamide CC=1C=NC2=CC=CC=C2C1NCCC1=CC=C(C=C1)NS(=O)(=O)C